Tert-butyl 4-(4-fluorobenzylamino)-4-oxobutylcarbamate FC1=CC=C(CNC(CCCNC(OC(C)(C)C)=O)=O)C=C1